methyl 3-(9-((4-(((tert-butoxycarbonyl)amino)methyl)-3,5-difluorophenyl)carbamoyl)-4,5-dihydrobenzo[b]thieno[2,3-d]oxepin-8-yl)-6-(propylcarbamoyl)picolinate C(C)(C)(C)OC(=O)NCC1=C(C=C(C=C1F)NC(=O)C1=CC2=C(OCCC3=C2SC=C3)C=C1C=1C(=NC(=CC1)C(NCCC)=O)C(=O)OC)F